(R)-6-(tert-butyl)-10-((6-carboxyhexyl)oxy)-2-oxo-6,7-dihydro-2H-pyrido[2',1':3,4]pyrazino[1,2-b]indazole-3-carboxylic acid C(C)(C)(C)[C@H]1N2C(C=3N(N=C4C(=CC=CC34)OCCCCCCC(=O)O)C1)=CC(C(=C2)C(=O)O)=O